FC=1C=CC2=C(CCO2)C1CNC1=NC=C(C=2N1C=C(N2)C#N)N2C=NC(=C2)C 5-(((5-fluoro-2,3-dihydrobenzofuran-4-yl)methyl)amino)-8-(4-methyl-1H-imidazol-1-yl)imidazo[1,2-c]pyrimidine-2-carbonitrile